IC1=CC(=NC=C1)COC1=C(CN2[C@@H](CCCC2)C(=O)O)C=C(C(=C1)\C=C\C=1C(=C(C=CC1)C1=CC=CC=C1)C)C(F)(F)F (S,E)-1-(2-((4-iodopyridin-2-yl)methoxy)-4-(2-(2-methyl-[1,1'-biphenyl]-3-yl)vinyl)-5-(trifluoromethyl)benzyl)piperidine-2-carboxylic acid